C(C1=CC=CC=C1)N1C=NC2=C1C=C(C=C2)C2=CC(=NN2)N 5-(1-benzyl-1H-benzo[d]imidazol-6-yl)-1H-pyrazol-3-amine